3-((6-(Chloromethyl)pyridazin-3-yl)amino)piperidine-2,6-dione ClCC1=CC=C(N=N1)NC1C(NC(CC1)=O)=O